C1(CC1)N1C(N(C2=NC(=NC=C12)NC=1C(=CC=2N(C1)N=CN2)C)C2CCOCC2)=O 7-cyclopropyl-2-((7-methyl-[1,2,4]triazolo[1,5-a]pyridin-6-yl)amino)-9-(tetrahydro-2H-pyran-4-yl)-7H-purin-8(9H)-one